S1C=NC2=C1CCC2NC(=O)C2=CN=C1N2N=C(C=C1NC)NC=1C(N(C=CC1)C1=NC=CC=C1)=O N-(5,6-dihydro-4H-cyclopenta[d]thiazol-4-yl)-8-(methylamino)-6-((2-oxo-2H-[1,2'-bipyridyl]-3-yl)amino)imidazo[1,2-b]pyridazine-3-carboxamide